6-methyl-N-(prop-2-yn-1-yl)pyrazine-2-carboxamide CC1=CN=CC(=N1)C(=O)NCC#C